FC1=CC=C(OC(C(=O)NC2=CC=C(C=C2)C2=CC=C(C=C2)COC)(C)C)C=C1 2-(4-fluorophenoxy)-N-(4'-(methoxymethyl)-[1,1'-biphenyl]-4-yl)-2-methylpropanamide